(S)-2-tert-butoxycarbonylamino-4-aminobutyric acid tert-butyl ester C(C)(C)(C)OC([C@H](CCN)NC(=O)OC(C)(C)C)=O